3-((3-fluoro-6-(1-methyl-1H-pyrazol-4-yl)pyrazolo[1,5-a]pyrazin-4-yl)oxy)-N,3-dimethylcyclobutan-1-amine trifluoroacetate FC(C(=O)O)(F)F.FC=1C=NN2C1C(=NC(=C2)C=2C=NN(C2)C)OC2(CC(C2)NC)C